C(C1=CC=CC=C1)OC1=C(C(=NC(=C1C(=O)OCC)Cl)C)B(O)O (4-Benzyloxy-6-chloro-5-ethoxycarbonyl-2-methyl-3-pyridinyl)boronic acid